Dodecane-2,3-dione CC(C(CCCCCCCCC)=O)=O